(1R,3S,5R)-2-(2-(3-acetyl-4-fluoro-5-(2-methylpyrimidin-5-yl)-1H-indazol-1-yl)acetyl)-N-(6-bromo-3-methylpyridin-2-yl)-5-methyl-2-azabicyclo[3.1.0]hexane-3-carboxamide C(C)(=O)C1=NN(C2=CC=C(C(=C12)F)C=1C=NC(=NC1)C)CC(=O)N1[C@@H]2C[C@@]2(C[C@H]1C(=O)NC1=NC(=CC=C1C)Br)C